C[Si](OCC=1OC(=CC1)CO[Si](C)(C)C)(C)C 2,5-bis[[(trimethylsilyl)oxy]methyl]furan